N-[2-[4-(dimethylamino)phenyl]ethyl]-6-(4-fluorophenyl)-8-methoxy-quinazolin-4-amine CN(C1=CC=C(C=C1)CCNC1=NC=NC2=C(C=C(C=C12)C1=CC=C(C=C1)F)OC)C